ClC1=CC(=C(C=C1)N1CCC(CC1)N1C(N(C=C1)S(=O)(=O)C1=C(C=CC=C1)S(=O)(=O)N(C)C)=O)F ((3-(1-(4-chloro-2-fluorophenyl)piperidin-4-yl)-2-oxo-2,3-dihydro-1H-imidazol-1-yl)sulfonyl)-N,N-dimethylbenzenesulfonamide